rac-(3R,5R)-1-amino-3-(aminomethyl)-5-(2-boronoethyl)cyclohexanecarboxylic acid NC1(C[C@@H](C[C@H](C1)CCB(O)O)CN)C(=O)O |r|